N=1C=NN2C1C=C(C=C2)OC2=CC=1N(C=C2)N=CN1 [1,2,4]triazolo[1,5-a]pyridin-7-yl oxide